P.[Pd] palladium(0) phosphine